4-[[3-[4-[2-[4-[(1-acetyl-4-piperidyl)oxy]-1-piperidyl]acetyl]piperazine-1-carbonyl]-4-fluoro-phenyl]methyl]-2H-phthalazin-1-one C(C)(=O)N1CCC(CC1)OC1CCN(CC1)CC(=O)N1CCN(CC1)C(=O)C=1C=C(C=CC1F)CC1=NNC(C2=CC=CC=C12)=O